(1R,4R)-4-({8-methoxy-7-[3-(pyrrolidin-1-yl)propoxy]-1H,2H,3H-cyclopenta[c]quinolin-4-yl}amino)cyclohexan-1-ol formate C(=O)OC1CCC(CC1)NC1=NC=2C=C(C(=CC2C2=C1CCC2)OC)OCCCN2CCCC2